N-{4-[4-cyano-2-(1-methyl-2-imidazolyl)phenyl]-6-cyclopropyl-2-pyridyl}-5-{[(S)-3-methyl-1-piperidyl]methyl}-1-cyclopropyl-2-oxo-1,2-dihydronicotinamide C(#N)C1=CC(=C(C=C1)C1=CC(=NC(=C1)C1CC1)NC(C=1C(N(C=C(C1)CN1C[C@H](CCC1)C)C1CC1)=O)=O)C=1N(C=CN1)C